S1CCC=2COC=CC21 dihydrothieno[3,2-c]pyran